O1COC2=C1C=CC(=C2)CC(C)N(C(OC2COC2)=O)C oxetan-3-yl N-[2-(1,3-benzodioxol-5-yl)-1-methyl-ethyl]-N-methyl-carbamate